3,5-difluoro-2,6-dimethylbenzyl (1R)-trans-3-(2-methyl-1-propenyl)-2,2-dimethylcyclopropanecarboxylate CC(=C[C@H]1C([C@@H]1C(=O)OCC1=C(C(=CC(=C1C)F)F)C)(C)C)C